2-{[2-carboxy-5-(4,4-dimethylcyclohexyl)phenyl]carbamoyl}-5-fluorobenzene-1,4-dicarboxylic acid C(=O)(O)C1=C(C=C(C=C1)C1CCC(CC1)(C)C)NC(=O)C1=C(C=C(C(=C1)C(=O)O)F)C(=O)O